ClC=1C=C(C=CC1F)C(NC=1SC=CN1)C=1N(C(=C(N1)S(=O)(=O)C)C)COCC[Si](C)(C)C N-((3-chloro-4-fluorophenyl)(5-methyl-4-(methylsulfonyl)-1-((2-(trimethylsilyl)ethoxy)methyl)-1H-imidazol-2-yl)methyl)thiazol-2-amine